C1(=CC=CC=C1)C#CC1=CC=C(C=C1)O 4-(2-phenylethynyl)phenol